[2-benzyloxy-3-(1-cyclopropylethyl)phenyl]-cyclopropyl-methanone C(C1=CC=CC=C1)OC1=C(C=CC=C1C(C)C1CC1)C(=O)C1CC1